4'-((1-(2-(2,4-difluorophenyl)-2-hydroxy-3-(1H-1,2,4-triazol-1-yl)propyl)piperidin-4-yl)amino)-[1,1'-biphenyl]-2-carbonitrile FC1=C(C=CC(=C1)F)C(CN1CCC(CC1)NC1=CC=C(C=C1)C=1C(=CC=CC1)C#N)(CN1N=CN=C1)O